COCOCC\C=C/CCCCCCCC(OCC)OCC (3Z)-12,12-diethoxy-3-dodecenyl methoxymethyl ether